(4-cyclopentylpiperazin-1-yl)aniline C1(CCCC1)N1CCN(CC1)NC1=CC=CC=C1